[N+](=O)([O-])C1=CC=C(C=C1)C1=NSC(=C1C(=O)OCC)C(F)(F)F ethyl 3-(4-nitrophenyl)-5-(trifluoromethyl)isothiazole-4-carboxylate